ethyl α-iodophenylacetate IC(C(=O)OCC)C1=CC=CC=C1